O(C1=CC=CC=C1)C1=CC=C(C=C1)NC1=NC=NC2=CC=C3C(=C12)OCCN3 N-(4-phenoxyphenyl)-3,4-dihydro-2H-[1,4]oxazino[2,3-f]quinazolin-10-amine